CSC1=CC=CC=2N(C(NC21)=O)C2CCNCC2 4-(Methylsulfanyl)-1-(piperidin-4-yl)-2,3-dihydro-1H-1,3-benzodiazol-2-one